5-(2-fluoro-4-((4-fluoro-piperidin-1-yl)methyl)-6-hydroxyphenyl)-1,2,5-thiadiazolidin-3-one 1,1-dioxide FC1=C(C(=CC(=C1)CN1CCC(CC1)F)O)N1CC(NS1(=O)=O)=O